FC1(CC=2C(=NN(C2CC1)CC[C@@H]1CC[C@@H](CC1)OC1=NC=CC=C1C)C(=O)N1CCC(CC1)OCCO)F [5,5-difluoro-1-(2-{cis-4-[(3-methylpyridin-2-yl)oxy]cyclohexyl}ethyl)-4,5,6,7-tetrahydro-1H-indazol-3-yl][4-(2-hydroxyethoxy)piperidin-1-yl]methanone